Benzothiophenocarbazole C1=CC=CC2=C1C1=C(C=CC=3C=4C=CC=CC4NC13)S2